C(C)(C)(C)OC(=O)NC12CCC(CC1)(CC2)C(=O)O 4-(tert-butyloxycarbonylamino)bicyclo[2.2.2]Octane-1-carboxylic acid